C1(=CC=C(C=C1)C(=O)SC(=O)C1=CC=C(C=C1)C)C (p-toluoyl) sulfide